COC(C1=C(C=C(C(=C1)OC)OCC(=C)C)[N+](=O)[O-])=O 5-methoxy-4-((2-methylallyl)oxy)-2-nitrobenzoic acid methyl ester